FC1=C(C(=C(C=C1)NC1=C(C(=O)NC=2C(=NC(=CC2)OC)C)C=CC(=C1)C(F)(F)F)C)OC 2-((4-fluoro-3-methoxy-2-methylphenyl)amino)-N-(6-methoxy-2-methylpyridin-3-yl)-4-(trifluoromethyl)benzamide